C(CCC\C=C\CCCC)=O (E)-5-decenal